tert-butyl {4-chloro-5-[(2-fluorobenzyl)(2-propynyloxy)carbamoyl]thiazol-2-yl}carbamate ClC=1N=C(SC1C(N(OCC#C)CC1=C(C=CC=C1)F)=O)NC(OC(C)(C)C)=O